(5-(Hydroxymethyl-d2)thiazol-2-yl)carbamic acid tert-butyl ester C(C)(C)(C)OC(NC=1SC(=CN1)C([2H])([2H])O)=O